6-Isooctyloxy-2,4,8,10-Tetra-tert-butyl-12H-dibenz[d,g]-1,3,2-di-oxaphosphocin C(CCCCC(C)C)OP1OC2=C(CC3=C(O1)C(=CC(=C3)C(C)(C)C)C(C)(C)C)C=C(C=C2C(C)(C)C)C(C)(C)C